F[C@H](CNC(=O)C=1C(=C2C(=NC1)SC(=C2)C2=CNC(C=C2)=O)NC(C)C)C(C)(C)O (R)-N-(2-Fluoro-3-hydroxy-3-methylbutyl)-4-(isopropylamino)-2-(6-oxo-1,6-dihydropyridin-3-yl)thieno[2,3-b]pyridin-5-carboxamid